(R or S)-1-(4-(4-(3-chloro-4-(3,3-difluoroazetidine-1-carbonyl)phenoxy)butyl)piperidin-1-yl)-3,3,3-trifluoro-2-hydroxy-2-phenylpropan-1-one ClC=1C=C(OCCCCC2CCN(CC2)C([C@@](C(F)(F)F)(C2=CC=CC=C2)O)=O)C=CC1C(=O)N1CC(C1)(F)F |o1:16|